C(#C)C=1C=CC=C2C=C(C=C(C12)C1=C(C=C2C(=NC(=NC2=C1F)OCC12CCCN2CCC1)N1C[C@@H](NCC1)CC#N)F)O 2-((2S)-4-(7-(8-ethynyl-3-hydroxynaphthalen-1-yl)-6,8-difluoro-2-((tetrahydro-1H-pyrrolizin-7a(5H)-yl)methyl-Oxy)quinazolin-4-yl)piperazin-2-yl)acetonitrile